ClC1=C(C[N+]2=C3N(C(C(=C2)C=2C(=NOC2C)C)=O)C=CC=C3)C=CC=C1 1-(2-chlorobenzyl)-3-(3,5-dimethylisoxazol-4-yl)-4-oxo-4H-pyrido[1,2-a]pyrimidinium